4-[4-[[1-[1-[(2,6-dioxo-3-piperidinyl)carbamoyl]-3-bicyclo[1.1.1]pentyl]-4-piperidinyl]methyl]-1-piperidinyl]benzoic acid O=C1NC(CCC1NC(=O)C12CC(C1)(C2)N2CCC(CC2)CC2CCN(CC2)C2=CC=C(C(=O)O)C=C2)=O